C(CCCCCCC\C=C/CCCCCCCC)(=O)OC(C[N+](C)(C)C)COC(CCCCCCC\C=C/CCCCCCCC)=O N-(2,3-Dioleoyloxy-1-propyl)trimethylammonium